hydroxymethyl-1H-pyrrolo[2,3-b]pyridine-4-carbaldehyde OCN1C=CC2=C1N=CC=C2C=O